tert-butyl 7-(2-((5-cyanopyridin-2-yl)(((1r,4r)-4-isopropylcyclohexyl)methyl)amino)ethyl)-6,8-dioxa-2-azaspiro[3.5]nonane-2-carboxylate C(#N)C=1C=CC(=NC1)N(CCC1OCC2(CN(C2)C(=O)OC(C)(C)C)CO1)CC1CCC(CC1)C(C)C